[Na+].OC(C(=O)[O-])S(=O)[O-].[Na+] 2-hydroxy-2-sulfinoacetic acid sodium salt